2-((6-bromopyridin-3-yl)oxy)-5-chloro-3-fluoropyridine BrC1=CC=C(C=N1)OC1=NC=C(C=C1F)Cl